N-((S)-(7-fluoro-5-((S)-2-methoxy-1-((S)-2-oxo-4-(trifluoromethyl)imidazolidin-1-yl)ethyl)benzo[d]oxazol-2-yl)((1r,4S)-4-fluorocyclohexyl)methyl)-1-methyl-1H-pyrazole-5-carboxamide FC1=CC(=CC=2N=C(OC21)[C@@H](NC(=O)C2=CC=NN2C)C2CCC(CC2)F)[C@@H](COC)N2C(N[C@@H](C2)C(F)(F)F)=O